methyl ((R)-2-((3,3-diphenylallyl)amino)-2-phenylacetyl)-L-leucinate C1(=CC=CC=C1)C(=CCN[C@@H](C(=O)N[C@@H](CC(C)C)C(=O)OC)C1=CC=CC=C1)C1=CC=CC=C1